(2R)-2-(6-{5-chloro-2-[(1-methyl-1H-pyrazol-5-yl)amino]pyrimidin-4-yl}-1-oxo-2,3-dihydro-1H-isoindol-2-yl)-N-[(1S)-1-[6-(dimethylamino)pyridin-2-yl]-2-hydroxyethyl]propanamide ClC=1C(=NC(=NC1)NC1=CC=NN1C)C1=CC=C2CN(C(C2=C1)=O)[C@@H](C(=O)N[C@H](CO)C1=NC(=CC=C1)N(C)C)C